C(=O)(C(=C)C)O methacryl alcohol